C(=O)O.FC1=CC=2C3=C(C=NC2C=C1)N=C(N3[C@H]3C[C@H](OCC3)C)CC=3SC=CN3 8-fluoro-1-[(2R,4R)-2-methyltetrahydro-2H-pyran-4-yl]-2-(1,3-thiazol-2-ylmethyl)-1H-imidazo[4,5-c]quinoline, formate salt